FC1=NN(C2=C(C(=CC=C12)OC)NS(=O)(=O)C=1C=NC(=CC1)N1N=CC(=C1)C)C N-(3-fluoro-6-methoxy-1-methyl-1H-indazol-7-yl)-6-(4-methyl-1H-pyrazol-1-yl)pyridine-3-sulfonamide